C(#N)C1=C(C(=C(C(=C1C1=CC=C(C=C1)N1C2=CC=CC=C2C=2C=C(C=CC12)C#N)C1=CC=C(C=C1)N1C2=CC=CC=C2C=2C=C(C=CC12)C#N)C1=CC=C(C=C1)N1C2=CC=CC=C2C=2C=C(C=CC12)C#N)C1=CC=NC=C1)C1=CC=C(C=C1)N1C2=CC=CC=C2C=2C=C(C=CC12)C#N 9-{4-[4-cyano-4'-(3-cyano-9H-carbazol-9-yl)-5,6-bis[4-(3-cyano-9H-carbazol-9-yl)phenyl]-2-(pyridin-4-yl)-[1,1'-biphenyl]-3-yl]phenyl}-9H-carbazole-3-carbonitrile